C(C)OC(=O)N1CC2(C1)C[C@@H](CC2)N2CCN(CC2)C2=NC=CC=C2C2CCN(CC2)C.NCCCCCCNC[Si](OCC)(OCC)OCC N-(6-aminohexyl)aminomethyltriethoxysilane (R)-ethyl-6-(4-(3-(1-methylpiperidin-4-yl)pyridin-2-yl)piperazin-1-yl)-2-azaspiro[3.4]octane-2-carboxylate